2-[5-(4-{2,6-diazaspiro[3.3]heptane-2-carbonyl}-4-(5-methyl-1,2-oxazol-3-yl)piperidin-1-yl)pyridazin-3-yl]phenol C1N(CC12CNC2)C(=O)C2(CCN(CC2)C=2C=C(N=NC2)C2=C(C=CC=C2)O)C2=NOC(=C2)C